N1CCC2(CC1)OCCC1=CC(=CC=C12)O spiro[isochromane-1,4'-piperidin]-6-ol